4-amino-2-(4-(tert-butyl)-2-methylphenyl)-6-methylpyrimidine-5-carboxylic acid NC1=NC(=NC(=C1C(=O)O)C)C1=C(C=C(C=C1)C(C)(C)C)C